ethyl-monochlorodisilane C(C)[SiH]([SiH3])Cl